C(C)OC(=O)C=1C=NN(C1)C(C)C 1-(Prop-2-yl)-1H-pyrazole-4-carboxylic acid ethyl ester